C(C)OC(CC=CC=C)(CCC)OCC 6-nonadienal diethyl acetal